CC=1C(=C2C=NNC2=CC1)C=1C=C2C3=C(N=CN=C3C1)N1[C@H](CO2)CN(CC1)C(=O)OC(C)(C)C Tert-butyl (8aS)-5-(5-methyl-1H-indazol-4-yl)-8a,9,11,12-tetrahydropyrazino-[2',1':3,4][1,4]oxazepino[5,6,7-de]quinazoline-10(8H)-carboxylate